OC[C@@H](COCCCCCCCCCCCCCCCCCC)OCC1=CC=CC(=N1)C#N 6-[[(1S)-1-(Hydroxymethyl)-2-octadecoxy-ethoxy]methyl]pyridine-2-carbonitrile